BrC=1C=2N(C(=NN1)SC)C=CC2 1-bromo-4-(methylthio)pyrrolo[1,2-d][1,2,4]triazine